(4-amino-7-fluoro-1-methyl-1H-pyrazolo[4,3-c]quinolin-8-yl)(3-(5-(trifluoromethyl)-2-pyridinyl)-1-azetidinyl)methanone NC1=NC=2C=C(C(=CC2C2=C1C=NN2C)C(=O)N2CC(C2)C2=NC=C(C=C2)C(F)(F)F)F